[2,4-bis(1,1-dimethyl propyl) phenyl] bis[4-(1,1-dimethylpropyl) phenyl] phosphite P(OC1=C(C=C(C=C1)C(CC)(C)C)C(CC)(C)C)(OC1=CC=C(C=C1)C(CC)(C)C)OC1=CC=C(C=C1)C(CC)(C)C